N.N.O[Mo](=O)(=O)O[Mo](=O)(=O)O ammonium Dimolybdate